C(\C=C\C(=O)[O-])(=O)OC monomethyl fumarate